C(OCCCCCCCCCCCCCCCC)OB(O)O 2-oxa-octadecylboric acid